(3S,4S)-3-(4-(cyclobutylamino)-2-fluoro-5-nitrobenzamido)-4-fluoropiperidine-1-carboxylic acid C1(CCC1)NC1=CC(=C(C(=O)N[C@H]2CN(CC[C@@H]2F)C(=O)O)C=C1[N+](=O)[O-])F